1-(3-cyano-4,6-bis(trifluoromethyl)pyridin-2-yl)-N-ethyl-N-(4-fluorophenyl)-4-methyl-1H-pyrrole-2-carboxamide C(#N)C=1C(=NC(=CC1C(F)(F)F)C(F)(F)F)N1C(=CC(=C1)C)C(=O)N(C1=CC=C(C=C1)F)CC